N-(azetidin-3-yl)-6-((6S,8R)-7-(2,2-difluoroethyl)-8-methyl-6,7,8,9-tetrahydro-3H-pyrazolo[4,3-f]isoquinolin-6-yl)pyridin-3-amine hydrochloride Cl.N1CC(C1)NC=1C=NC(=CC1)[C@H]1N([C@@H](CC2=C3C(=CC=C12)NN=C3)C)CC(F)F